[As].[Si].[Ge]=[Te] germanium telluride silicon arsenic